ClC1=CC=C2C(=N1)N=C(N2)CC=2N=C1N(C(=CC=C1)C1=C(C=C(C=C1)OCC)Cl)C2 2-({5-chloro-1H-imidazo[4,5-b]pyridin-2-yl}methyl)-5-(2-chloro-4-ethoxyphenyl)imidazo[1,2-a]pyridine